C#CCCCCCCCCCC dodec-1-yne